FC=1C=2N(C=C(C1)C=1N=C3N(C(N1)=O)C=C(C(=C3)OC)N3CCN(CC3)C(=O)OC(C)(C)C)C=C(N2)C tert-butyl 4-(2-(8-fluoro-2-methylimidazo[1,2-a]pyridin-6-yl)-8-methoxy-4-oxo-4H-pyrido[1,2-a][1,3,5]triazin-7-yl)piperazine-1-carboxylate